N1=CC=C(C=C1)N1CCN(CC1)C1=NC=NC2=CC=C(C=C12)C1=CC(=NC=C1)N 4-(4-(4-(pyridin-4-yl)piperazin-1-yl)quinazolin-6-yl)pyridin-2-amine